((S)-1-((S)-pyrrolidin-2-yl)isochroman-6-yl)isoxazole N1[C@@H](CCC1)[C@H]1OCCC2=CC(=CC=C12)C1=NOC=C1